1-(4-(3-amino-2-(3-(4-(tert-butyl)piperazin-1-yl)phenyl)-6-fluoropyridin-4-yl)-2-chlorophenyl)-3-methyl-1,3-dihydro-2H-imidazol-2-one NC=1C(=NC(=CC1C1=CC(=C(C=C1)N1C(N(C=C1)C)=O)Cl)F)C1=CC(=CC=C1)N1CCN(CC1)C(C)(C)C